3-((tert-butoxycarbonyl)((3-(4-methoxybenzyl)-4-oxo-3,4-dihydrophthalazin-1-yl)methyl)amino)propanoic acid C(C)(C)(C)OC(=O)N(CCC(=O)O)CC1=NN(C(C2=CC=CC=C12)=O)CC1=CC=C(C=C1)OC